((1s,3s)-3-hydroxy-3-methylcyclobutyl)(7-(4-isopropylphenyl)-2-azaspiro[3.5]non-2-yl)methanone OC1(CC(C1)C(=O)N1CC2(C1)CCC(CC2)C2=CC=C(C=C2)C(C)C)C